6-(3-((Benzyloxy)methyl)-4-ethyl-5-oxo-4,5-dihydro-1H-1,2,4-triazol-1-yl)-5-fluoro-2-isopropoxynicotinic acid C(C1=CC=CC=C1)OCC1=NN(C(N1CC)=O)C1=NC(=C(C(=O)O)C=C1F)OC(C)C